4-phenyl-thiosemicarbazide C1(=CC=CC=C1)NC(NN)=S